N1=CN=CC2=C1NC1=CC(=CC=C21)C#N 9H-pyrimido[4,5-b]indole-7-carbonitrile